C(C=C)(=O)N1C2=C(SCC1)C=C(C=C2)C=2C=1N(C=C(C2)C=2C=NN(C2)C)N=CC1C#N 4-(4-propenoyl-3,4-dihydro-2H-benzo[b][1,4]thiazin-7-yl)-6-(1-methyl-1H-pyrazol-4-yl)pyrazolo[1,5-a]pyridine-3-carbonitrile